C(C)(=O)C=1C=C(C=CC1)C1=CC=C(C=N1)N=NC=1C=CC2=CC=CC=C2C1N 3-[6-(3-Acetylphenyl)pyridin-3-ylazo]-4-aminonaphthalin